C(=C)C1=CC=CC=2C=CC3=CC=CC=C3C12 4-vinyl-phenanthrene